N-(1-(2-(methyl(2-(p-tolyloxy)ethyl)amino)-2-oxoethyl)-1H-pyrazol-4-yl)-3-((2-(methylsulfonamido)pyridin-3-yl)oxy)propanamide CN(C(CN1N=CC(=C1)NC(CCOC=1C(=NC=CC1)NS(=O)(=O)C)=O)=O)CCOC1=CC=C(C=C1)C